BrC=1C=C(C2=CN(N=C2C1C)C(C(=O)NC=1SC=CN1)C1=C2N(C=N1)CCC2)C(F)F 2-[6-bromo-4-(difluoromethyl)-7-methyl-indazol-2-yl]-2-(6,7-dihydro-5H-pyrrolo[1,2-c]imidazol-1-yl)-N-thiazol-2-yl-acetamide